C(C)(=O)C1=NN(C2=CC=C(C=C12)C=1C=NC(=NC1)C)CC(=O)N1[C@@H]([C@@H]([C@H](C1)F)O)C(=O)NC1=NC(=CC=C1)Br (2S,3S,4S)-1-(2-(3-acetyl-5-(2-methylpyrimidin-5-yl)-1H-indazol-1-yl)acetyl)-N-(6-bromopyridin-2-yl)-4-fluoro-3-hydroxypyrrolidine-2-carboxamide